methyl-2-methoxyacetic acid CC(C(=O)O)OC